1-(3-(difluoromethoxy)phenyl)-3,3-dimethyl-N-((1R,2S)-2-(methylsulfonyl)cyclopentyl)-2-oxoindoline-5-carboxamide FC(OC=1C=C(C=CC1)N1C(C(C2=CC(=CC=C12)C(=O)N[C@H]1[C@H](CCC1)S(=O)(=O)C)(C)C)=O)F